SCCC(=O)O.SCCC(=O)O.OCSCO hydroxymethyl sulfide bis(3-mercaptopropionate)